N1=C(C=CC=C1)C(=O)O.[Al] aluminum picolinic acid